9-Butyl-3,3,10,10-tetramethyl-2,3,4a,10-tetrahydro-1H-indeno[1,2-c]pyrazolo[1,2-a]pyrazol-1-one C(CCC)C=1C=2C=CC=CC2C2N3N(C(C21)(C)C)C(CC3(C)C)=O